2-cyclohexylmethyl-1,3-dimethoxypropane C1(CCCCC1)CC(COC)COC